NCCCN(CCCN)C N1-(3-aminopropyl)-N1-methyl-1,3-propanediamine